Methyl 2-chloro-6-(2-methoxy-2-oxoethyl)benzoate ClC1=C(C(=O)OC)C(=CC=C1)CC(=O)OC